COC1=NC=CC(=C1)C1=CC=2CCCCC2C=C1 2-(2-methoxypyridin-4-yl)-5,6,7,8-tetrahydronaphthalen